FC=1C=CC(=NC1C)C1=NC=CC(=N1)NC1=NC(=NC=C1)NC1=CC=C(C=C1)N1CCOCC1 N4-[2-(5-fluoro-6-methyl-2-pyridyl)pyrimidin-4-yl]-N2-(4-morpholinophenyl)pyrimidine-2,4-diamine